NC=1C=C(C(=O)O)C=C(C1)N.O1C(=O)C=CC2=CC=CC=C12 coumarin 3,5-diaminobenzoate